7-[(1S,2R,4R)-bicyclo[2.2.1]heptan-2-yl]-4-chloro-5-iodo-7H-pyrrolo[2,3-d]pyrimidine [C@H]12[C@@H](C[C@H](CC1)C2)N2C=C(C1=C2N=CN=C1Cl)I